C(CCCCCCCCCCCCCCCCC)C(C1=CC(=C(C(=C1)C(C)(C)C)O)C(C)(C)C)(P([O-])([O-])=O)CCCCCCCCCCCCCCCCCC distearyl-3,5-di-t-butyl-4-hydroxybenzylphosphonate